FC=1C(=NC=CC1CN1N=C2N(CCCC2)C1=O)C(F)(F)F (5S)-2-{[3-Fluoro-2-(trifluoromethyl)pyridin-4-yl]methyl}-3-oxo-2,3,5,6,7,8-hexahydro[1,2,4]triazolo[4,3-a]pyridin